C1(CCCCC1)C[C@@H](C(=O)NC(CC1C(NC2(C1)CCCCC2)=O)C(C(=O)NC2CC2)=O)NC(OC(CC2=CC(=CC=C2)Cl)C2=CC=CC=C2)=O 2-(3-Chlorophenyl)-1-phenylethyl ((2S)-3-cyclohexyl-1-((4-(cyclopropylamino)-3,4-dioxo-1-(2-oxo-1-azaspiro[4.5]decan-3-yl)butan-2-yl)amino)-1-oxopropan-2-yl)carbamate